oxyl-2-fluoro-acetic acid OC(C(=O)O)F